tetrahydro-2H-pyrido[2',1':3,4]pyrazino[1,2-b]indazole-3-carboxylate C1CC(CN2C1=C1N(NC=3C=CC=CC13)CC2)C(=O)[O-]